1-(2-(4-Isopropyl-5-(8-methoxy-[1,2,4]triazolo[1,5-a]pyridin-6-yl)-1H-pyrazol-3-yl)thiazol-5-yl)-N-(3-methyloxetan-3-yl)piperidin-4-amine C(C)(C)C=1C(=NNC1C=1C=C(C=2N(C1)N=CN2)OC)C=2SC(=CN2)N2CCC(CC2)NC2(COC2)C